Cl.Cl.C1(NCCC12CCNCC2)=O 2,8-diazaspiro[4.5]Decan-1-one 2HCl